2-acetoxy-1,1,2-triphenylethanol C(C)(=O)OC(C(O)(C1=CC=CC=C1)C1=CC=CC=C1)C1=CC=CC=C1